(3R)-4-amino-N-ethyl-3-methyl-N-((6-(trifluoromethyl)-3-pyridazinyl)methyl)-1,3-dihydrofuro[3,4-c]quinoline-8-carboxamide NC1=NC=2C=CC(=CC2C2=C1[C@H](OC2)C)C(=O)N(CC=2N=NC(=CC2)C(F)(F)F)CC